5-chloro-3-(2-cyclopropylethynyl)-2-methylsulfanyl-pyrazine ClC=1N=C(C(=NC1)SC)C#CC1CC1